(E)-4-(6-(2-(3-methylbenzylidene)hydrazinyl)-9-(pyridin-4-yl)-9H-purin-2-yl)morpholine CC=1C=C(\C=N\NC2=C3N=CN(C3=NC(=N2)N2CCOCC2)C2=CC=NC=C2)C=CC1